FC1=C(C=CC(=C1)F)[C@@H]1N(OCC1)C1=CC(=NC=N1)NC1=CC(=C(C=C1)N1CCC(CC1)N1CCN(CC1)C)C (R)-6-(3-(2,4-difluorophenyl)isoxazolidin-2-yl)-N-(3-methyl-4-(4-(4-methylpiperazine-1-yl)piperidin-1-yl)phenyl)pyrimidin-4-amine